N1(CCCCC1)C1CCN(CC1)CC1=C(C(=O)NC2=CC=C(C=C2)NC2=C(C=C(C=C2)Cl)F)C=CC=C1 ([1,4'-bipiperidin]-1'-ylmethyl)-N-(4-((4-chloro-2-fluorophenyl)amino)phenyl)benzamide